2-(3-(aminomethyl)-1H-pyrazol-1-yl)-2-methylpropan-1-ol NCC1=NN(C=C1)C(CO)(C)C